CC1=C(OC=2CCC3=CN(N=C3C21)CC=2C(=NC=CC2)C)C(=O)OCC ethyl 8-methyl-2-[(2-methylpyridin-3-yl)methyl]-4,5-dihydro-2H-furo[2,3-g]indazole-7-carboxylate